((3R,4R)-5-(2-oxo-4-(hydroxyamino) pyrimidin-1(2H)yl)-3,4-diacetoxy-tetrahydrofuran-2-yl) methyl (2-(hexadecyldithio) ethyl) phosphate P(=O)(OC1OC([C@@H]([C@H]1OC(C)=O)OC(C)=O)N1C(N=C(C=C1)NO)=O)(OC)OCCSSCCCCCCCCCCCCCCCC